NC1=NC=CC(=C1Cl)OC1=C(C=C(C=C1)C1=NN(C(=C1C(=O)N)C(F)(F)F)C1=NC=CC=N1)F (4-((2-amino-3-chloropyridin-4-yl)oxy)-3-fluorophenyl)-1-(pyrimidin-2-yl)-5-(trifluoromethyl)-1H-pyrazole-4-carboxamide